C(C)(C)(C)OC(=O)NC[C@H](C(C(=O)OCC)(C(C)C)C#N)C ethyl (3S)-4-((tert-butoxycarbonyl)amino)-2-cyano-2-isopropyl-3-methylbutanoate